(R)-hydroxy-3(R)-methylvaleric acid O[C@@H](C(=O)O)[C@@H](CC)C